COC=1C2=C(C=NC1)OC1(C2(C(C(C1C1=CC=CC=C1)CN1CCN(CC1)C)O)O)C1=CC=C(C=C1)C(F)(F)F 4-methoxy-6-((4-methylpiperazin-1-yl)methyl)-7-phenyl-7a-(4-(trifluoromethyl)phenyl)-5,6,7,7a-tetrahydro-4bH-cyclopenta[4,5]furo[2,3-c]pyridine-4b,5-diol